1-(4-(5-bromopyridin-3-yl)phenyl)-4-ethylindolin-2-one BrC=1C=C(C=NC1)C1=CC=C(C=C1)N1C(CC2=C(C=CC=C12)CC)=O